Cl.COC1=C(C=CC=C1)S(=O)(=O)N(C)C 2-methoxy-N,N-dimethylbenzenesulfonamide hydrochloride